CO[Si](C)(OC)CCCNC(=O)OCC dimethoxy(methyl)silylpropyl-urethane